4-(6-((2-Fluoro-6-methoxy-4-(methoxy(methyl)carbamoyl)benzyl)oxy)pyridin-2-yl)piperidine-1-carboxylic acid tert-Butyl ester C(C)(C)(C)OC(=O)N1CCC(CC1)C1=NC(=CC=C1)OCC1=C(C=C(C=C1OC)C(N(C)OC)=O)F